2-(4-amino-4-phenylpiperidin-1-yl)-5-(2,3-dichlorophenyl)-7H-pyrrolo[2,3-d]pyrimidine-4-carboxamide NC1(CCN(CC1)C=1N=C(C2=C(N1)NC=C2C2=C(C(=CC=C2)Cl)Cl)C(=O)N)C2=CC=CC=C2